OCC1=C2C(=NN1C=1C=CC(=NC1)C(=O)NC)CNC2 5-(3-(hydroxymethyl)-5,6-dihydropyrrolo[3,4-c]pyrazol-2(4H)-yl)-N-methylpyridinecarboxamide